(2S)-1-O-α-D-glucosylglycerol [C@H]1([C@@H](O)[C@@H](O)[C@H](O)[C@H](O1)CO)OCC(O)CO